CC(C(=O)N1OCC[C@H]1C=1C=C(C#N)C=C(C1)F)(C)C 3-[(3S)-2-(2,2-dimethylpropionyl)-1,2-oxazolidin-3-yl]-5-fluorobenzonitrile